N-(5-(tert-butyl)-2-methylphenyl)-2,4-dimethylaniline C(C)(C)(C)C=1C=CC(=C(C1)NC1=C(C=C(C=C1)C)C)C